FC1=C(C=C(OC2C(C2)(O)C)C=C1)B1OC(C(O1)(C)C)(C)C 1-[4-fluoro-3-(4,4,5,5-tetramethyl-1,3,2-dioxaborolane-2-yl)phenoxy]-2-methyl-cyclopropan-2-ol